10-benzyl-1,4-dioxa-10-azadispiro[4.2.48.25]tetradecan-11-one C(C1=CC=CC=C1)N1CC2(CCC3(OCCO3)CC2)CC1=O